1-isobutyl-1H-pyrazole-4-carboxamide C(C(C)C)N1N=CC(=C1)C(=O)N